4-((Benzhydrylamino)methyl)-2-methoxy-phenol C(C1=CC=CC=C1)(C1=CC=CC=C1)NCC1=CC(=C(C=C1)O)OC